N[C@H]1CN(C[C@@H](C1)F)C(=O)C=1C=C(C=2N(C1)N=C(C2C)C2=CC=1C(=NC(=CC1)C1CC1)N2CC2CC2)F ((3R,5R)-3-Amino-5-fluoropiperidin-1-yl)(2-(6-cyclopropyl-1-(cyclopropylmethyl)-1H-pyrrolo[2,3-b]pyridin-2-yl)-4-fluoro-3-methylpyrazolo[1,5-a]pyridin-6-yl)methanone